FC(C(=O)O)(F)F.NC=1C=C(C=CC1)C1=NC=NC=2NC(CN(C12)C)=O 4-(3-aminophenyl)-5-methyl-5,8-dihydropteridine-7(6H)-one trifluoroacetate